FC1=C(CN2C(C3=C(N=CN=C3)C(=C2)C(=O)N[C@@H]2[C@H](COCC2)O)=O)C=CC(=C1)C=1C=NN(C1)C 6-(2-fluoro-4-(1-methyl-1H-pyrazol-4-yl)benzyl)-N-((3R,4S)-3-hydroxytetrahydro-2H-pyran-4-yl)-5-oxo-5,6-dihydropyrido[4,3-d]pyrimidine-8-carboxamide